3-((5-(3-chlorophenyl)-7H-pyrrolo[2,3-d]pyrimidin-4-yl)amino)-2-methylpropanamide ClC=1C=C(C=CC1)C1=CNC=2N=CN=C(C21)NCC(C(=O)N)C